4-(piperidin-1-yl)morpholine N1(CCCCC1)N1CCOCC1